FC(C(=O)O)(F)F.C1CC12CN(CC2)C(=O)C=2C=C(C=NC2)C2=CC(=NC=C2)C=2NC(=C(N2)C)C 5-(5-Azaspiro[2.4]hept-5-ylcarbonyl)-2'-(4,5-dimethyl-1H-imidazol-2-yl)-3,4'-bipyridine trifluoroacetate salt